FC(OC1=NC=CC(=C1)CNC(=O)NC1CC(C1)(C)C)F 1-[[2-(difluoro-methoxy)pyridin-4-yl]methyl]-3-(3,3-dimethyl-cyclobutyl)urea